NC1=C(C(N(C2=CC(=CC=C12)Br)C1=CC=C(C=C1)[C@@H](C)O)=O)C(=O)OC Methyl (R)-4-amino-7-bromo-1-(4-(1-hydroxyethyl)phenyl)-2-oxo-1,2-dihydroquinoline-3-carboxylate